C[Si](C)(C)CC(CCl)=C 2-(trimethylsilylmethyl)allyl chloride